2-(3,3-dimethyl-5-oxo-morpholin-4-yl)acetic acid methyl ester COC(CN1C(COCC1=O)(C)C)=O